tert-Butyl 3-bromo-5-((5-bromo-2,4-difluorophenyl)(hydroxy)methyl)benzoate BrC=1C=C(C(=O)OC(C)(C)C)C=C(C1)C(O)C1=C(C=C(C(=C1)Br)F)F